CC1=NN(C(=N1)CN)C1=NC=CC=N1 (αS)-methyl-1-(2-pyrimidinyl)-1H-1,2,4-triazole-5-methaneamine